[3-Acetyl-5-methoxy-7-(prop-2-en-1-yl)indazol-1-yl]acetic acid C(C)(=O)C1=NN(C2=C(C=C(C=C12)OC)CC=C)CC(=O)O